Cl.BrC1=CC=CC(=N1)C(N)=N 6-bromopyridine-2-carboximidamide hydrochloride